[La].[Pb].[Sn].[Zr] zirconium tin lead lanthanum